BrC=1C=C(C(=O)N2CCC3=CC(=CC=C23)[C@@H](C)NC(C2=CC=C(C=C2)F)=O)C=CC1 (R)-N-(1-(1-(3-bromobenzoyl)-2,3-dihydro-1H-indol-5-yl)ethyl)-4-fluorobenzamide